C1=NC(=CC2=CC=CC=C12)NC1=NC(=NC=C1C(F)(F)F)N[C@@H]1CNCCC1 (S)-N4-(isoquinolin-3-yl)-N2-(piperidin-3-yl)-5-(trifluoromethyl)pyrimidine-2,4-diamine